1-[1-(Piperidin-4-yl)-1H-indol-5-yl]-1,3-diazinane-2,4-dione N1CCC(CC1)N1C=CC2=CC(=CC=C12)N1C(NC(CC1)=O)=O